C(=O)(OC(C)(C)C)N1C[C@H]2CC=CC[C@H]2C1 (3aR,7aS)-N-Boc-3A,4,7,7A-tetrahydroisoindole